(R)-3-(4-cyano-3-fluorophenoxy)-4-methylenepyrrolidine-1-carboxylic acid tert-butyl ester C(C)(C)(C)OC(=O)N1C[C@@H](C(C1)=C)OC1=CC(=C(C=C1)C#N)F